FC(C=1C=CC=C(C1)CC(=O)N)(F)F 5-(trifluoromethyl)phenylacetamide